N-Methyl-cyclohexanamine CNC1CCCCC1